ClC1=CC(=CN=N1)N(C)C 6-chloro-N,N-dimethylpyridazin-4-amine